FC(C(C(C(=C(F)F)F)(F)F)(C(F)(F)F)C(F)(F)F)(CC)F heptafluoro-4,4-bis(trifluoromethyl)-1-heptene